heptene-1,7-dinitrile C(C=CCCCC#N)#N